(4-Cyano-3-(trifluoromethyl)phenyl)-2-hydroxy-3-(4-iodo-1H-pyrazol-1-yl)-2-methylpropanamide C(#N)C1=C(C=C(C=C1)C(C(C(=O)N)(C)O)N1N=CC(=C1)I)C(F)(F)F